2-[[6-chloro-3-(tetrahydropyran-4-ylsulfamoyl)-4-quinolinyl]amino]benzoic acid ClC=1C=C2C(=C(C=NC2=CC1)S(NC1CCOCC1)(=O)=O)NC1=C(C(=O)O)C=CC=C1